N1C=C(C2=CC=CC=C12)C=C(C(=O)C=1C=NC=C(C1)OC)C 3-(1H-indol-3-yl)-1-(5-methoxypyridin-3-yl)-2-methylpropan-2-en-1-one